COC1=CC=C(CN2C(C=3C=4C2=CN=C(C4C=CC3)N3N=CC(=C3C(F)(F)F)C(=O)N)=C=O)C=C1 1-(1-(4-methoxybenzyl)-2-carbonyl-1,2-dihydropyrrolo[2,3,4-de]isoquinolin-6-yl)-5-(Trifluoromethyl)-1H-pyrazole-4-carboxamide